1-[4-(2,3-dimethylphenyl)piperazin-1-yl]-2-{3-[4-(2-hydroxyethyl)piperazine-1-carbonyl]-5,6-dihydrocyclopenta[c]pyrazol-1(4H)-yl}ethan-1-one CC1=C(C=CC=C1C)N1CCN(CC1)C(CN1N=C(C2=C1CCC2)C(=O)N2CCN(CC2)CCO)=O